COCCN1CCC(CC1)C(=O)NC1=CC(=CC=C1)C1=CN=C2N1C=C(C=C2)NC 1-(2-methoxyethyl)-N-(3-(6-(methylamino)imidazo[1,2-a]pyridin-3-yl)phenyl)piperidin-4-carboxamide